(5-chloro-1H-1,3-benzodiazol-2-yl)methanamine dihydrochloride salt Cl.Cl.ClC1=CC2=C(NC(=N2)CN)C=C1